FC(COC(COC1=CC=C2C(=N1)N(C(=N2)C(=O)NC2(CCS(CC2)(=O)=O)C)C)CC)F 5-(2-(2,2-Difluoroethoxy)butoxy)-3-methyl-N-(4-methyl-1,1-dioxidotetrahydro-2H-thiopyran-4-yl)-3H-imidazo[4,5-b]pyridine-2-carboxamide